6-[[4-(6-fluoro-2-pyridinyl)phenyl]methyl]-3-isopropyl-7-methyl-imidazo[1,5-a]pyrazin-8-one FC1=CC=CC(=N1)C1=CC=C(C=C1)CC=1N(C(C=2N(C1)C(=NC2)C(C)C)=O)C